5-bromo-3,3-dimethyl-1H,2H,3H-pyrrolo[3,2-b]pyridine BrC1=CC=C2C(=N1)C(CN2)(C)C